CN1N=NC(=C1CNC(=O)OCC1(CC1)CCC)C1=CC=C(C=N1)O[C@@H]1C[C@H](CCC1)C(=O)O (1S,3S)-3-((6-(1-methyl-5-(((((1-propylcyclopropyl)methoxy)carbonyl)amino)methyl)-1H-1,2,3-triazol-4-yl)pyridin-3-yl)oxy)cyclohexane-1-carboxylic acid